2-(5-(cyclopropylmethyl)-4-(3-fluoro-4-sulfamoylbenzyl)-3-(5-((5-methylthiophen-2-yl)ethynyl)thiophen-2-yl)-1H-pyrazol-1-yl)thiazole-4-carboxylic acid C1(CC1)CC1=C(C(=NN1C=1SC=C(N1)C(=O)O)C=1SC(=CC1)C#CC=1SC(=CC1)C)CC1=CC(=C(C=C1)S(N)(=O)=O)F